Cl.ClC=1C=NN2C1C(=CC(=C2)C=2N=NN(C2C)C2CCNCC2)O[C@H](C)C2=NN(C=C2)C 3-chloro-6-[5-methyl-1-(4-piperidyl)triazol-4-yl]-4-[(1R)-1-(1-methylpyrazol-3-yl)ethoxy]pyrazolo[1,5-a]pyridine hydrochloride